2,6-diethoxy-4-hydroxybenzaldehyde C(C)OC1=C(C=O)C(=CC(=C1)O)OCC